B(O)(O)O.FC1(C2(CC2(CCO1)[K])F)F Trifluoro{3-oxabicyclo[4.1.0]hept-6-yl}potassium borate